CC1N=C(N=C(C1)C)N 4,6-dimethyl-4,5-dihydropyrimidin-2-amine